((trans-3-(trifluoromethoxy)cyclobutoxy)methyl)benzene FC(O[C@@H]1C[C@H](C1)OCC1=CC=CC=C1)(F)F